BrC1=CC(=CC2=C1OCO2)C(=O)NC2=NC(=CC=C2)C2=NN=CN2C(C)C 7-bromo-N-(6-(4-isopropyl-4H-1,2,4-triazol-3-yl)pyridin-2-yl)benzo[d][1,3]dioxole-5-carboxamide